2-(3,5-dimethoxyphenyl)-4-[[5-(4-hydroxy-1-piperidyl)-2-pyridyl]amino]-6H-1,6-naphthyridin-5-one COC=1C=C(C=C(C1)OC)C1=NC=2C=CNC(C2C(=C1)NC1=NC=C(C=C1)N1CCC(CC1)O)=O